CC(C(C(=O)O)NC(=O)OC1=CC=CC=C1)(CCN1CCOCC1)C 3,3-Dimethyl-5-morpholino-2-((phenoxycarbonyl)amino)pentanoic acid